N-(5-(((5-cyclopropyl-2-oxabicyclo[2.1.1]hexan-3-yl)methoxy)methyl)-1H-indol-3-yl)methanesulfonamide C1(CC1)C1C2C(OC1C2)COCC=2C=C1C(=CNC1=CC2)NS(=O)(=O)C